C(=O)([O-])C(C)N(CC(=O)[O-])CC(=O)[O-].[Na+].[Na+].[Na+] trisodium N-(1-carboxylatoethyl)iminodiacetate